4-bromo-5-nitro-1-tosyl-1H-pyrrolo[2,3-b]pyridine BrC1=C2C(=NC=C1[N+](=O)[O-])N(C=C2)S(=O)(=O)C2=CC=C(C)C=C2